NC1=C(C(=O)OC)C=C(C(=C1F)N)[N+](=O)[O-] methyl 2,4-diamino-3-fluoro-5-nitrobenzoate